benzyl (S)-2-(cyanomethyl)-4-(2-(3-(dimethylamino)azetidin-1-yl)-7-(((trifluoromethyl)sulfonyl)oxy)-5,6-dihydroquinazolin-4-yl)piperazine-1-carboxylate C(#N)C[C@@H]1N(CCN(C1)C1=NC(=NC=2C=C(CCC12)OS(=O)(=O)C(F)(F)F)N1CC(C1)N(C)C)C(=O)OCC1=CC=CC=C1